Cl.NC(C(=O)N1CCN(CC1)C(=O)NC1=NC(N(C=C1)C1=CC=C(C=C1)CC(C)N(C)C[C@@H]1C[C@@H](C1)N)=O)(C)C 4-(2-Amino-2-methylpropanoyl)-N-(1-(4-(2-(((cis-3-aminocyclobutyl)methyl)(methyl)amino)propyl)phenyl)-2-oxo-1,2-dihydropyrimidin-4-yl)piperazine-1-carboxamide hydrochloride salt